O1CC(C1)C1=CC=C(C=C1)C1CN(C1)C(=O)N1C[C@@H]2[C@@H](OCC(N2)=O)CC1 (4aR,8aS)-6-[3-[4-(Oxetan-3-yl)phenyl]azetidine-1-carbonyl]-4,4a,5,7,8,8a-hexahydropyrido[4,3-b][1,4]oxazin-3-one